2-(4-methylcyclohexylmethoxy)-1,3-propanediol CC1CCC(CC1)COC(CO)CO